C(C1=CC=CC=C1)N(C(O)=O)C(C1CC1)C1=NC(=NC=C1)N.C(#N)C=1C=C(C=CC1)C=1N=C(SC1C=1C=C2C(=NC=NC2=CC1)C)NC(=O)N1C[C@H](NCC1)C(C)(C)O (3S)-N-[4-(3-cyanophenyl)-5-(4-methylquinazolin-6-yl)thiazol-2-yl]-3-(1-hydroxy-1-methyl-ethyl)piperazine-1-carboxamide benzyl-((2-aminopyrimidin-4-yl)(cyclopropyl)methyl)carbamate